methyl-N-propylpyrrolidine hexafluorophosphate F[P-](F)(F)(F)(F)F.CC1N(CCC1)CCC